Phosphoric acid di(1,3-dichloro-2-propyl) ester ClCC(CCl)OP(OC(CCl)CCl)(O)=O